C(CC1=CC=CC=C1)N1N=C(C=C1C1=CC=CC=C1)C1=CC=CC=C1 1-phenethyl-3,5-diphenyl-1H-pyrazole